C1=CC=CC=2C3=CC=CC=C3C(C12)COC(=O)NC(C(=O)OCC)(CCOCCOCCOCCNC1=CC=C(C2=NON=C21)[N+](=O)[O-])CC ethyl 2-((((9H-fluoren-9-yl)methoxy)carbonyl)amino)-2-ethyl-4-(2-(2-(2-((7-nitrobenzo[c][1,2,5]oxadiazol-4-yl)amino)ethoxy)ethoxy)ethoxy)butanoate